C(=C\CC)/C=1C=C(N=NC1Cl)C=1C(NC(NC1)=O)=O (E)-5-(5-(but-1-en-1-yl)-6-chloropyridazin-3-yl)pyrimidine-2,4(1H,3H)-dione